CC=1N=C(N=NC1C1=CC=C2C(CCO2)=C1O)N[C@H]1CN(CCC1)CCN1N=CC=C1 5-[5-methyl-3-[[(3R)-1-(2-pyrazol-1-ylethyl)-3-piperidyl]amino]-1,2,4-triazin-6-yl]-2,3-dihydrobenzofuran-4-ol